C(C)(=O)NC([C@H]1NCCC1)=O N-AcetyL-L-prolinamide